3-((4,5-dimethylisoxazol-3-yl)ethynyl)-N-(3-hydroxy-2-(3-methoxypropyl)-1-oxoisoindolin-4-yl)benzenesulfonamide CC=1C(=NOC1C)C#CC=1C=C(C=CC1)S(=O)(=O)NC1=C2C(N(C(C2=CC=C1)=O)CCCOC)O